2-(trans-4-(4-chlorophenyl)cyclohexyl)-3-hydroxy-1,4-naphthalenedione ClC1=CC=C(C=C1)[C@@H]1CC[C@H](CC1)C=1C(C2=CC=CC=C2C(C1O)=O)=O